C(C)(C)(C)OC(=O)NCCCNC1=CC=C(N=N1)C1=CC=C(OC[C@H](C(=O)OC(C)(C)C)O)C=C1 tert-butyl (R)-3-(4-(6-((3-((tert-butoxycarbonyl)amino)propyl)amino)pyridazin-3-yl)phenoxy)-2-hydroxypropanoate